3-[1-[4-Methyl-6-oxo-5-(trifluoromethyl)-1H-pyridazin-3-yl]ethoxy]propionic acid methyl ester COC(CCOC(C)C1=NNC(C(=C1C)C(F)(F)F)=O)=O